tert-butyl N-[(3S,4S)-3-methyl-8-[3-(1,2,3,4-tetrahydro-1,5-naphthyridin-1-yl)-1H-pyrazolo[3,4-b]pyrazin-6-yl]-2-oxa-8-azaspiro[4.5]decan-4-yl]carbamate C[C@@H]1OCC2([C@@H]1NC(OC(C)(C)C)=O)CCN(CC2)C2=CN=C1C(=N2)NN=C1N1CCCC2=NC=CC=C12